N-[7-[3-bromo-4-(dimethylamino)phenyl]-1,6-naphthyridine-5-yl]-1,3-propanediamine BrC=1C=C(C=CC1N(C)C)C1=NC(=C2C=CC=NC2=C1)NCCCN